methyl (5R)-5-[[(benzyloxy)carbonyl]amino]-3-oxohexanoate C(C1=CC=CC=C1)OC(=O)N[C@@H](CC(CC(=O)OC)=O)C